FC(C(=O)O)(F)F.FC(C1=CC=C(C=N1)N1N=CC(=C1)CN)(F)F (1-(6-(trifluoromethyl)pyridin-3-yl)-1H-pyrazol-4-yl)methylamine trifluoroacetate